2-[(3-{4-[4-(2-{4-[2-(2,6-dioxopiperidin-3-yl)-1-oxo-3H-isoindol-5-yl]piperazin-1-yl}ethyl)piperazin-1-yl]phenyl}-4-oxoquinazolin-6-yl)oxy]-3,6-difluorobenzonitrile O=C1NC(CCC1N1C(C2=CC=C(C=C2C1)N1CCN(CC1)CCN1CCN(CC1)C1=CC=C(C=C1)N1C=NC2=CC=C(C=C2C1=O)OC1=C(C#N)C(=CC=C1F)F)=O)=O